2-methylaminoethyl-2-propenoic acid CNCCC(C(=O)O)=C